(R)-2-((5-(2-(6-((1,3-dimethoxypropan-2-yl)(methyl)amino)-2-methylhexan-3-yl)-2,6-diazaspiro[3.4]octan-6-yl)-1,2,4-triazin-6-yl)oxy)-N-ethyl-5-fluoro-N-isopropylbenzamide COCC(COC)N(CCC[C@H](C(C)C)N1CC2(C1)CN(CC2)C=2N=CN=NC2OC2=C(C(=O)N(C(C)C)CC)C=C(C=C2)F)C